CC(=O)OC[C@@H]1[C@H]([C@@H]([C@H]([C@H](O1)OC(=O)C)OC(=O)C)OC(=O)C)OC(=O)C pentaacetyl-α-D-glucose